CC1=NC=CC=N1 methyl-(pyrimidine)